C1(=CC=CC=C1)C1CCC1 3-phenylcyclobutan